C(#N)N=C(NC1CCC2=C(C(=C3C=C(N=CC3=C2)C2CC2)S(NCC(C)(C)F)(=O)=O)C1)NC1=CC=C(C=C1)C 2-cyano-1-[3-cyclopropyl-5-[(2-fluoro-2-methyl-propyl)sulfamoyl]-6,7,8,9-tetrahydrobenzo[g]Isoquinolin-7-yl]-3-(p-tolyl)guanidine